ClC=1C=CC(=C(C1)C1=CC(=C2C(=CN=NC2=C1)NCC1=C(C=C(C=C1)OC)OC)F)OC 7-(5-chloro-2-methoxyphenyl)-N-[(2,4-dimethoxyphenyl)methyl]-5-fluoro-cinnolin-4-amine